(2S,4r)-1-[(2S)-2-(4-cyclopropyltriazol-1-yl)-3,3-dimethyl-butyryl]-4-hydroxy-N-(5-methyl-2,3-dihydrobenzofuran-3-yl)pyrrolidine-2-carboxamide methyl-2-bromo-5-methoxyisonicotinate COC(C1=CC(=NC=C1OC)Br)=O.C1(CC1)C=1N=NN(C1)[C@H](C(=O)N1[C@@H](C[C@H](C1)O)C(=O)NC1COC2=C1C=C(C=C2)C)C(C)(C)C